4-Methyl-N-[[[3,5-bis(trifluoromethyl)phenyl]amino]carbonyl]benzenesulfonamide CC1=CC=C(C=C1)S(=O)(=O)NC(=O)NC1=CC(=CC(=C1)C(F)(F)F)C(F)(F)F